NC1=NC=C2N(C(N(C2=N1)[C@@H]1O[C@@H](C[C@H]1O)CO)=O)C[C@H]1[C@@H](C1)C(=O)OCC Ethyl (1R,2R)-2-((2-Amino-9-((2R,3R,5S)-3-hydroxy-5-(hydroxymethyl)tetrahydrofuran-2-yl)-8-oxo-8,9-dihydro-7H-purin-7-yl)methyl)cyclopropan-1-carboxylat